C1(=CC=CC=C1)C(=O)C1=NC(=C2N1C=CC=C2)C2=NC=CC=C2 phenyl(1-(pyridin-2-yl)imidazo[1,5-a]pyridin-3-yl)methanone